NC1=NC=CC=C1S(=O)(=O)NC(=O)C=1C(=NC(=CC1)C1=CC(=C(C=C1)OCC)F)N1C(C[C@@H](C1)C)(C)C N-[(2-Amino-3-pyridyl)sulfonyl]-6-(4-ethoxy-3-fluorophenyl)-2-[(4S)-2,2,4-trimethylpyrrolidin-1-yl]pyridin-3-carboxamid